CN1N=CC2=CC(=CC=C12)NC=1C=CC=C2CN(C(C12)=O)CC(=O)NCC(F)(F)F 2-[7-[(1-methylindazol-5-yl)amino]-1-oxo-isoindolin-2-yl]-N-(2,2,2-trifluoroethyl)acetamide